methyl (3S,6S,7R,10aR,Z)-6-((tert-butoxycarbonyl)amino)-7-cyclopropyl-5-oxo-1,2,3,5,6,7,10,10a-octahydropyrrolo[1,2-a]azocine-3-carboxylate C(C)(C)(C)OC(=O)N[C@H]1[C@@H](\C=C/C[C@@H]2N(C1=O)[C@@H](CC2)C(=O)OC)C2CC2